4-chlorobenzyl (4-((4-methoxypiperidine-1-carboxamido)meth-yl)phenyl)carbamate COC1CCN(CC1)C(=O)NCC1=CC=C(C=C1)NC(OCC1=CC=C(C=C1)Cl)=O